C(CCC)N1C(C2=CC=CC=3C2=C(C1=O)C=CC3NCCCC)=O 2-butyl-6-(butylamino)-1H-benzo[de]isoquinoline-1,3(2H)-dione